2-methylene-3-(1-methylethyl)-glutaric acid C=C(C(=O)O)C(CC(=O)O)C(C)C